1-(2-cyanophenyl)-3-[1-(4-cyanophenyl)-5-oxopyrrolidin-3-yl]urea C(#N)C1=C(C=CC=C1)NC(=O)NC1CN(C(C1)=O)C1=CC=C(C=C1)C#N